C(C)C1=C(C=CC(=N1)N)C=1C=2N(C=CC1)C=CN2 6-ethyl-5-(imidazo[1,2-a]pyridin-8-yl)pyridin-2-amine